NC1=NC=CC(=C1)C1=NC(=CC(=N1)N=[S@](=O)(C)C1CC1)N1[C@@H](COCC1)C (S)-((2-(2-aminopyridin-4-yl)-6-((R)-3-methylmorpholino)pyrimidin-4-yl)imino)(cyclopropyl)(methyl)-λ6-sulfanone